N1-(4-(1H-indol-1-yl)pyrimidin-2-yl)-6-methoxy-4-(4-methylpiperazin-1-yl)benzene-1,3-diamine N1(C=CC2=CC=CC=C12)C1=NC(=NC=C1)NC1=CC(=C(C=C1OC)N1CCN(CC1)C)N